C(C)(C)(C)C1=C(OC(C(=O)[O-])(C)C)C(=CC(=C1)C)C(C)(C)C 2-(2,6-di-tert-butyl-4-methylphenoxy)-2-methylpropionate